N-(5-((4-((1H-pyrazol-1-yl)methyl)benzyl)oxy)pyridazin-3-yl)-O-methylhydroxylamine N1(N=CC=C1)CC1=CC=C(COC=2C=C(N=NC2)NOC)C=C1